C1(=CC=C(C=C1)C(=O)N)C1=CC=CC=C1 [1,1'-biphenyl]-4-formamide